ClC=1C(=NC(=NC1OC)N1C[C@@H](O[C@@H](C1)C)C)OC (2S,6R)-4-(5-chloro-4,6-dimethoxypyrimidin-2-yl)-2,6-dimethyl-morpholine